(4-(((1-methylpiperidin-4-yl)oxy)methyl)phenyl)methanol CN1CCC(CC1)OCC1=CC=C(C=C1)CO